hexoxyethanol C(CCCCC)OC(C)O